CC1=CC=C(C=C1)CCC(C)=O 4-(4-methylphenyl)-2-butanone